O[C@@H]1[C@@H]([C@H]([C@@]2(OC3=C([C@@]21O)C(=CC(=C3)OC)OC)C3=CC=C(C=C3)OC)C3=CC=CC=C3)C(=O)NS(=O)(=O)C (1R,2R,3S,3aR,8bS)-1,8b-dihydroxy-6,8-dimethoxy-3a-(4-methoxyphenyl)-N-(methylsulfonyl)-3-phenyl-2,3,3a,8b-tetrahydro-1H-cyclopenta[b]benzofuran-2-carboxamide